C(C)OCOC1=C(C=CC(=C1F)C(F)(F)F)B1OC(C(O1)(C)C)(C)C 2-(2-(ethoxymethoxy)-3-fluoro-4-(trifluoromethyl)phenyl)-4,4,5,5-tetramethyl-1,3,2-dioxaborolane